FC1=C(NC=2C=NC=3CCN(CC3C2)C2=C(C(=C(N=N2)C(=O)NCC2=CC=NC=C2)C)C)C=CC=C1 6-[3-(2-fluoroanilino)-7,8-dihydro-5H-1,6-naphthyridin-6-yl]-4,5-dimethyl-N-(4-pyridylmethyl)pyridazine-3-carboxamide